NC1=CC=C(C=C1)NC1=C2C(=NC=N1)N(N=C2)CC(F)F (4-aminophenyl)-1-(2,2-difluoroethyl)-1H-pyrazolo[3,4-d]pyrimidin-4-ylamine